C(CCCCCCCCCCCCCCCCCCC)CCCCCCCCCCCCCCCCCCCCCCNCCCN N-arachidylbehenyl-1,3-propanediamine